N-[(4-{3-[6-(difluoromethyl)pyridin-3-yl]-1,2,4-oxadiazol-5-yl}bicyclo[2.2.2]octan-1-yl)methyl]-3,5-difluoro-4-hydroxybenzamide FC(C1=CC=C(C=N1)C1=NOC(=N1)C12CCC(CC1)(CC2)CNC(C2=CC(=C(C(=C2)F)O)F)=O)F